1-Methyl-1,4,5,6-tetrahydropyrrolo[3,4-d]imidazole CN1C=NC2=C1CNC2